5-amino-N-[(1R,3S)-3-{[6-chloro-2-(trifluoromethyl)quinolin-4-yl]amino}cyclohexyl]-1-(2-hydroxyethyl)-1H-pyrazole-4-carboxamide NC1=C(C=NN1CCO)C(=O)N[C@H]1C[C@H](CCC1)NC1=CC(=NC2=CC=C(C=C12)Cl)C(F)(F)F